N1=CC(=CC2=CC=CC=C12)C1=NC(=NC=C1)N1CCNCC1 4-(4-(quinolin-3-yl)pyrimidin-2-yl)piperazine